4-(5-(Trifluoromethyl)pyridin-2-yl)piperazine-1-carboxylic acid tert-butyl ester C(C)(C)(C)OC(=O)N1CCN(CC1)C1=NC=C(C=C1)C(F)(F)F